C1=NC=NN1 1,4-triazole